2-butylquinolin-4(1H)-one C(CCC)C=1NC2=CC=CC=C2C(C1)=O